C[Si](C1=CC=CC=C1)(C1=CC=CC=C1)CP1OCC2N1CCC2 ((methyldiphenylsilyl)methyl)tetrahydro-1H,3H-pyrrolo[1,2-c][1,3,2]oxazaphosphole